5-((1-((4-chloro-1-methyl-1H-pyrazol-5-yl)methyl)-3-oxoisoindolin-2-yl)methyl)isoxazol-3(2H)-one ClC=1C=NN(C1CC1N(C(C2=CC=CC=C12)=O)CC1=CC(NO1)=O)C